CC=1N=C(NC1)OC1=CC(=CC=C1)C1CN(C1)C 4-methyl-2-(3-(1-methylazetidin-3-yl)-phenoxy)-1H-imidazole